BrC1=CC=CC=2C=3N(C(=NC12)N[C@H]1C(NCCN(C1)C(=O)OCC1=CC=CC=C1)=O)N=C(N3)C3=CC=C(C=C3)OC Benzyl (6R)-6-{[7-bromo-2-(4-methoxyphenyl)[1,2,4]triazolo[1,5-c]quinazolin-5-yl]amino}-5-oxo-1,4-diazepane-1-carboxylate